4-bromo-N-phenylpyrimidin-2-amine BrC1=NC(=NC=C1)NC1=CC=CC=C1